(S)-6-((R)-5-acryloyl-4-methyl-4,5,6,7-tetrahydropyrazolo[1,5-a]pyrazin-2-yl)-7-(2,4-difluoro-6-(2-hydroxyethoxy)phenyl)thieno[3,2-c]pyridin-4-yl trifluoromethanesulfonate FC(S(=O)(=O)OC1=NC(=C(C2=C1C=CS2)C2=C(C=C(C=C2OCCO)F)F)C2=NN1C([C@H](N(CC1)C(C=C)=O)C)=C2)(F)F